BrC1=C([Se]C=2C1=CC=C1C=C(C(OC21)=O)C(=O)OC([2H])([2H])[2H])CN2CCN(CC2)C Methyl-d3 7-bromo-8-((4-methylpiperazin-1-yl)methyl)-2-oxo-2H-selenopheno[3,2-h]chromene-3-carboxylate